FC1CN(CCC1)C1=NC(=CC(=N1)C=1OC(=NN1)C1=C(C=C(C=C1)I)N1CCC2(CC2)CC1)C 2-(2-(3-fluoropiperidin-1-yl)-6-methylpyrimidin-4-yl)-5-(4-iodo-2-(6-azaspiro[2.5]oct-6-yl)phenyl)-1,3,4-oxadiazole